4-(3-(5-(difluoromethyl)-1,3,4-thiadiazol-2-yl)-6-(N-(1-(fluoromethyl)cyclopropyl)sulfamoyl)indolizin-8-yl)-N,N-dimethylpiperazine-1-carboxamide FC(C1=NN=C(S1)C1=CC=C2C(=CC(=CN12)S(NC1(CC1)CF)(=O)=O)N1CCN(CC1)C(=O)N(C)C)F